C(C)OC(=O)[C@@H]1NC2=CC=C(C=C2[C@H]([C@@H]1CCCCC)O[C@H]1[C@@H](CC[C@H](C1)C)C(C)C)OC Ethyl-(2R,3R,4S)-4-(((1R,2S,5R)-2-isopropyl-5-methylcyclohexyl)oxy)-6-methoxy-3-pentyl-1,2,3,4-tetrahydroquinoline-2-carboxylate